3-(5-(1-(2-azaspiro[3.5]nonan-7-yl)piperidin-4-yl)-3-methyl-2-oxo-2,3-dihydro-1H-benzo[d]imidazol-1-yl)piperidine-2,6-dione C1NCC12CCC(CC2)N2CCC(CC2)C2=CC1=C(N(C(N1C)=O)C1C(NC(CC1)=O)=O)C=C2